5-(2-acetyl-5-chlorophenyl)-6-(2,2,2-trifluoroethoxy)pyridazin-3(2H)-one C(C)(=O)C1=C(C=C(C=C1)Cl)C1=CC(NN=C1OCC(F)(F)F)=O